C(=O)(OCCC)OC(=O)OCCC din-propyl dicarbonate